tert-butyl-(1-(2-(3-(3-fluoro-4-methylphenyl)-3-(1,2,4-thiadiazol-5-yl)pyrrolidine-1-carboxamido)-4-methoxybenzoyl)azetidin-3-yl)carbamate C(C)(C)(C)OC(NC1CN(C1)C(C1=C(C=C(C=C1)OC)NC(=O)N1CC(CC1)(C1=NC=NS1)C1=CC(=C(C=C1)C)F)=O)=O